S([O-])(O)=O.[Mg+2].S([O-])(O)=O magnesium bisulfite